COC1=NN(C=C1C1=C(C=2C(=NC=C3C2N(C(N3C)=O)C3CCC(CC3)CC#N)N1)C=1C=C3C=NN(C3=CC1)C)C 2-((1S,4S)-4-(7-(3-methoxy-1-methyl-1H-pyrazol-4-yl)-3-methyl-8-(1-methyl-1H-indazol-5-yl)-2-oxo-3,6-dihydroimidazo[4,5-d]pyrrolo[2,3-b]pyridin-1(2H)-yl)cyclohexyl)acetonitrile